Cl.ClC=1C(=NC(=NC1)N[C@H]1CNCCC1)NC1=C(C=CC=C1)P(C)(C)=O (R)-(2-((5-chloro-2-(piperidin-3-ylamino)pyrimidin-4-yl)amino)phenyl)dimethylphosphine oxide hydrochloride